CN(C(=O)C1=CC=C(C=C1)C1=C(C(=C(C=C1)N1CCN(CC1)C)[N+](=O)[O-])C)C N,N,2'-trimethyl-4'-(4-methylpiperazin-1-yl)-3'-nitro[1,1'-biphenyl]-4-carboxamide